N-(2-(3-hydroxy-2-methyl-4-oxo-pyridyl)ethyl)-4-(3-bromobenzyloxy)phthalimide OC1C(=NC=C(C1=O)CCN1C(C=2C(C1=O)=CC(=CC2)OCC2=CC(=CC=C2)Br)=O)C